((4S,5S)-5-phenyl-2,2-dimethyl-1,3-dioxolan-4-yl)methyl sulfamate S(N)(OC[C@@H]1OC(O[C@H]1C1=CC=CC=C1)(C)C)(=O)=O